CC1N(CCC(C1)N1C[C@@H](CCC1)C)C(=O)OC(C)(C)C tert-Butyl (3R)-2',3-dimethyl[1,4'-bipiperidine]-1'-carboxylate